isopropyl anisate C(C1=CC=C(C=C1)OC)(=O)OC(C)C